N-(2,4-dimethoxybenzyl)-4-((3S,4R)-3-(dimethylamino)-4-hydroxy-3-(3-(trifluoromethyl)phenethyl)piperidin-1-yl)-2,6-difluoro-N-(pyrimidin-4-yl)benzenesulfonamide COC1=C(CN(S(=O)(=O)C2=C(C=C(C=C2F)N2C[C@]([C@@H](CC2)O)(CCC2=CC(=CC=C2)C(F)(F)F)N(C)C)F)C2=NC=NC=C2)C=CC(=C1)OC